C1(CC1)CN1N=C(C(=C1)CC1=CC(=NN1C1=C(C=C(C=C1)F)I)C)C 1-(cyclopropylmethyl)-4-((1-(4-fluoro-2-iodophenyl)-3-methyl-1H-pyrazol-5-yl)methyl)-3-methyl-1H-pyrazole